C(#C)P(C1=CC=CC=C1)(C1=CC=CC=C1)=O ethynyl-(diphenyl)phosphine oxide